N,N,N-trimethyl-1-adamantyl-ammonium bromide [Br-].C[N+](C)(C)C12CC3CC(CC(C1)C3)C2